FC1=C(C=CC(=C1)F)C=1N=C(SC1)C(C(=O)NC1=CC=CC=C1)(C)C1=CC=C(C=C1)CC(C)C (4-(2,4-difluorophenyl)thiazol-2-yl)-2-(4-isobutylphenyl)-N-phenylpropionamide